ClC1=CC=C(C=C1)C=1C=C(C(N(N1)C1=CSC(=C1)C)=O)C(=O)N[C@H](CO)C 6-(4-Chlorophenyl)-N-[(2S)-1-hydroxypropan-2-yl]-2-(5-methyl-3-thienyl)-3-oxo-2,3-dihydropyridazine-4-carboxamide